Cl.Cl.N[C@H](C(=O)N[C@H](C(=O)NC)[C@H](CC)C)CCCN1C=NC=C1 (2S,3S)-2-[(2S)-2-amino-5-(1H-imidazol-1-yl)pentanamido]-N,3-dimethylpentanamide dihydrochloride